4-methyl-N-[2-(3-methylpyridin-2-yl)-1,3-thiazol-5-yl]Pyridin-2-amine CC1=CC(=NC=C1)NC1=CN=C(S1)C1=NC=CC=C1C